2-pentenesulfonate C(C=CCC)S(=O)(=O)[O-]